ClC=1N=C(C2=C(N1)N(C=C2)[C@H]2[C@@H]([C@@H]([C@H](O2)CS(=O)(=O)CP(O)(O)=O)O)O)NC2CC(C2)(F)F [(2S,3S,4R,5R)-5-[2-chloro-4-[(3,3-difluoro-cyclobutyl)amino]-pyrrolo[2,3-d]-pyrimidin-7-yl]-3,4-dihydroxy-tetrahydro-furan-2-yl]methyl-sulfonylmethylphosphonic acid